ONC(C1=CC=C(C(=O)NC=2C=CC=C3C=CC=NC23)C=C1)=O N1-hydroxy-N4-(quinolin-8-yl)terephthalamide